({4-chloro-6-[(3S)-tetrahydrofuranyl]pyridin-2-yl}thiocarbamoyl)carbamic acid ethyl ester C(C)OC(NC(NC1=NC(=CC(=C1)Cl)C1OCCC1)=S)=O